ClC=1C(=NC=CC1S)NC 3-chloro-2-(methylamino)pyridine-4-thiol